7-{(3R*)-1-[3-(4-{4-[2-(2,6-dioxopiperidin-3-yl)-1-oxo-2,3-dihydro-1H-isoindol-5-yl]piperazin-1-yl}butoxy)phenyl]piperidin-3-yl}-4-methyl-1H-indole-3-carbonitrile O=C1NC(CCC1N1C(C2=CC=C(C=C2C1)N1CCN(CC1)CCCCOC=1C=C(C=CC1)N1C[C@H](CCC1)C=1C=CC(=C2C(=CNC12)C#N)C)=O)=O |o1:35|